CCCCCCCCCCCCCCCCCC(=O)N[C@@H](CO[C@H]1[C@@H]([C@H]([C@@H]([C@H](O1)CO)O[C@H]2[C@H]3[C@H]([C@H]([C@H](O2)CO)O[C@H]4[C@@H]([C@H]([C@H]([C@H](O4)CO)O)O[C@H]5[C@@H]([C@H]([C@H]([C@H](O5)CO)O)O)O)NC(=O)C)O[C@@]6(C[C@@H]([C@H]([C@@H](O6)[C@@H]([C@@H](CO)O)O)NC(=O)C)O)C(=O)O3)O)O)[C@@H](/C=C/CCCCCCCCCCCCC)O The molecule is a sialotetraosylceramide consisting of the disialoganglioside GM1 with a lactone ring formed between C-1 of the NeuNac residue and C-2 of the galactose residue proximal to the ceramide moiety. It is a sialotetraosylceramide and a lactone. It derives from a ganglioside GM1.